CN1N=CC=2C1=NC=NC2SCC(=O)C2=CC=C(S2)CNC(CC=2C=NC=CC2)=O N-((5-(2-((1-methyl-1H-pyrazolo[3,4-d]pyrimidin-4-yl)thio)acetyl)thiophen-2-yl)methyl)-2-(pyridin-3-yl)acetamide